3,5-dibromo-6-methyl-pyridine BrC=1C=NC(=C(C1)Br)C